C(C)(C)(C)OC(NC1=C(C=C(C=C1)C1=NN=CN1C)[N+](=O)[O-])=O (4-(4-Methyl-4H-1,2,4-triazol-3-yl)-2-nitrophenyl)carbamic acid tert-butyl ester